C(CCC)(=O)OC(O)O dihydroxymethyl butyrate